OC1CCN(CC1)CC1=CC(=NC(=C1)C(F)(F)F)N1C(C2=CC(=CC=C2C1)C1(COC1)CC1=NN=CN1C)=O 2-(4-((4-Hydroxypiperidin-1-yl)methyl)-6-(trifluoromethyl)pyridin-2-yl)-6-(3-((4-methyl-4H-1,2,4-triazol-3-yl)methyl)oxetan-3-yl)isoindolin-1-one